2,6-ditertbutylphenol C(C)(C)(C)C1=C(C(=CC=C1)C(C)(C)C)O